FC1=C(C(=CC=C1)F)C=1C=2C=3COCCCC3SC2NC([C@@H](N1)C)=O (5S)-3-(2,6-difluorophenyl)-5-methyl-14-oxa-9-thia-4,7-diazatricyclo[8.5.0.02,8]pentadec-1(10),2(8),3-trien-6-one